5-fluoro-1-((2R,4S)-4-hydroxy-5-methylene-tetrahydrofuran-2-yl)pyrimidine-2,4(1H,3H)-dione FC=1C(NC(N(C1)[C@@H]1OC([C@H](C1)O)=C)=O)=O